7-trifluoromethyl-1,2,4,5-tetrahydro-3H-benzo[d]azepine FC(C1=CC2=C(CCNCC2)C=C1)(F)F